CO[C@@H]1[C@H](O[C@H]([C@@H]1O)N2C=NC3=C2N=C(NC3=O)N)CO The molecule is guanosine with the hydrogen on the hydroxyl at position C-3' substituted with a methyl group. It has a role as a metabolite.